ClC=1C(=C(C(=O)O)C(=CC1)NC1=C(C=C(C=C1)F)C(C)C)C 3-chloro-6-((4-fluoro-2-isopropylphenyl)amino)-2-methylbenzoic acid